2-ethyl-1-oxo-isoquinoline-5-sulfonyl chloride C(C)N1C(C=2C=CC=C(C2C=C1)S(=O)(=O)Cl)=O